4,4'-Butylidenebis(3-methyl-6-t-butylphenol) C(CCC)(C1=C(C=C(C(=C1)C(C)(C)C)O)C)C1=C(C=C(C(=C1)C(C)(C)C)O)C